FC=1C=C(C=C(C1)F)[C@@H]1CC[C@H]2OC3(C(N21)=O)CCN(CC3)C(=O)C=3C=CC(=C(C#N)C3)F 5-((5'S,7a'R)-5'-(3,5-difluorophenyl)-3'-oxo-tetrahydro-3'H-spiro[piperidine-4,2'-pyrrolo-[2,1-b]oxazole]-1-carbonyl)-2-fluorobenzonitrile